2-ethyl-1-(2-fluoro-3-methylbenzyl)-4-((3-fluoro-6-(thiazol-2-ylamino)pyridine-2-yl)methyl)piperidine-4-carboxylic acid C(C)C1N(CCC(C1)(C(=O)O)CC1=NC(=CC=C1F)NC=1SC=CN1)CC1=C(C(=CC=C1)C)F